C(C)(C)(C)OC(NC(C(=NO)N)COC(C)(C)C)=O (1-amino-3-(tert-butoxy)-1-(hydroxyimino)propan-2-yl)carbamic acid tert-butyl ester